(5-FORMYL-THIAZOL-2-YL)-CARBAMIC ACID BENZYL ESTER C(C1=CC=CC=C1)OC(NC=1SC(=CN1)C=O)=O